[3-(cyclopentylmethoxy)phenyl]tetrahydropyran-4-carboxylic acid methyl ester COC(=O)C1CC(OCC1)C1=CC(=CC=C1)OCC1CCCC1